C[C@H]1N([C@H](CCC1)C)CCC1=CC(=CC2=C1NC1=C2C2=C(C=3C4=CC(=CC=C4NC13)F)C(NC2=O)=O)F {2-[(2R,6S)-2,6-dimethylpiperidin-1-yl]ethyl}-3,9-difluoro-12,13-dihydro-5H-indolo[2,3-a]pyrrolo[3,4-c]carbazole-5,7(6H)-dione